SC[Si](O[Si](C)(C)C)(O[Si](C)(C)C)O[Si](C)(C)C mercaptomethyltris(trimethylsiloxy)silane